diethyl-anthraquinone-2,3-dicarboxylic acid C(C)C1=C(C(=C(C=2C(C3=CC=CC=C3C(C12)=O)=O)CC)C(=O)O)C(=O)O